zinc prolinate N1[C@@H](CCC1)C(=O)[O-].[Zn+2].N1[C@@H](CCC1)C(=O)[O-]